CC1=CC=CC(=N1)C1=NNC=C1C=1N=C2C=C(C=NC2=CC1)NC(CN1CCOCC1)=O N-[6-[3-(6-methyl-2-pyridyl)-1H-pyrazol-4-yl]-1,5-naphthyridin-3-yl]-2-morpholino-acetamide